rac-N-({2,5-dioxo-4-[5-(trifluoromethyl)-1,3-thiazol-4-yl]imidazolidin-4-yl}methyl)-4-fluoro-4'-(trifluoromethyl)[biphenyl]-2-carboxamide O=C1NC([C@](N1)(C=1N=CSC1C(F)(F)F)CNC(=O)C=1C(=CC=C(C1)F)C1=CC=C(C=C1)C(F)(F)F)=O |r|